5-[5-(1H-indole-2-carbonyl)-4H,5H,6H,7H-pyrazolo[1,5-a]pyrazin-3-yl]-5-azaspiro[2.4]heptan-6-one N1C(=CC2=CC=CC=C12)C(=O)N1CC=2N(CC1)N=CC2N2CC1(CC1)CC2=O